C1(CC(CCC1)C(=O)OCC1CO1)C(=O)OCC1CO1 diglycidyl 1,3-cyclohexanedicarboxylate